[Cl-].FC1(C(C1)C(=O)C1=NC=N[NH2+]1)F 5-(2,2-difluorocyclopropane-1-carbonyl)-1H-1,2,4-triazol-1-ium chloride